BrCCC1=C(C=CC=C1F)F 2-(2-bromoethyl)-1,3-difluorobenzene